NCCN1CCN(CC1)C1=NC=CC=C1C 4-(2-aminoethyl)piperazin-1-yl-3-methylpyridine